1-(ethoxy-methyl)-5-(1-methylethyl)-6-(phenylmethyl)-(2,4(1H,3H)-pyrimidine-dione) C(C)OCN1C(NC(C(=C1CC1=CC=CC=C1)C(C)C)=O)=O